P(=O)([O-])([O-])F.P(=O)([O-])([O-])F.[Na+].[Na+].[Na+].[Na+] sodium bis(fluorophosphate)